N-Phthaloyl-aza-arginine C(C=1C(C(=O)O)=CC=CC1)(=O)NN(CCCNC(N)=N)C(=O)O